BrC1=CC=CC(=N1)P(C1=CC=CC=C1)C1=CC=CC=C1 6-bromo-2-diphenylphosphinopyridine